COCCC#N 3-methoxypropionitrile